nonitol C(C(C(C(C(C(C(C(CO)O)O)O)O)O)O)O)O